Dimethyl-ethylene ammonium bromide salt [Br-].[NH4+].CC=CC